CN1CC(NC2=C(C1)C=CC(=C2)B2OC(C(O2)(C)C)(C)C)=O 4-methyl-8-(4,4,5,5-tetramethyl-1,3,2-dioxaborolan-2-yl)-3,5-dihydro-1H-1,4-benzodiazepin-2-one